C(C)(C)(C)OC(=O)N1C(C=2CNCC2C1)S(=O)(=O)C=1C=CC2=C(C=CO2)C1 (benzofuran-5-ylsulfonyl)-3,4,5,6-tetrahydropyrrolo[3,4-c]pyrrole-2(1H)-carboxylic acid tert-butyl ester